O1C2=C(OCC1)C(=CC=C2)CN2C[C@@H](N(CC2)C2CC1(C2)CCNCC1)C1=C(C=CC=C1)C(C)C (S)-2-(4-((2,3-dihydrobenzo[b][1,4]dioxin-5-yl)methyl)-2-(2-isopropylphenyl)piperazin-1-yl)-7-azaspiro[3.5]nonan